C(C)C1(OC2=CC=C(C=C2C(C1)=O)C1=NC(=NO1)C1=CC(=NC=C1)C(=O)N)CC 4-(5-(2,2-diethyl-4-oxochroman-6-yl)-1,2,4-oxadiazol-3-yl)picolinamide